S-((triisopropylsilyl) ethynyl) 4-Chlorothiobenzoate ClC1=CC=C(C(=O)SC#C[Si](C(C)C)(C(C)C)C(C)C)C=C1